FC1=C(N=CC2=C1N=C(N=C2N2CCOCC(C2)S(=O)(=O)C)OCC21CCCN1CCC2)C2=CC=CC1=CC=CC(=C21)F 4-(8-fluoro-7-(8-fluoronaphthalen-1-yl)-2-((hexahydro-1H-pyrrolizin-7a-yl)methoxy)pyrido[4,3-d]pyrimidin-4-yl)-6-(methylsulfonyl)-1,4-oxaazepane